N=1N=C(NC1)C1=CC=C(N)C=C1 4-(4H-1,2,4-triazol-3-yl)aniline